Cl.ClC=1C=C(C=C2CCN([C@H](C12)C)C(=O)[C@H]1CNC[C@H](O1)C)C(F)(F)F ((S)-8-chloro-1-methyl-6-(trifluoromethyl)-3,4-dihydroisoquinolin-2(1H)-yl)((2R,6R)-6-methylmorpholin-2-yl)methanone hydrochloride salt